CC1=CC2=C(C(NC=3C=CC=CC23)=O)O1 2-methylfuro[2,3-c]quinolin-4(5H)-one